(S)-N-((7-cyanoimidazo[1,2-b]pyridazin-2-yl)(cyclohexyl)methyl)benzamide C(#N)C1=CC=2N(N=C1)C=C(N2)[C@@H](NC(C2=CC=CC=C2)=O)C2CCCCC2